OC=1C=C(C2=C(OCOC2=O)C1[C@@H]1C=C(CC[C@H]1C(=C)C)C)CCCCC 7-hydroxy-8-((1R,6R)-3-methyl-6-(prop-1-en-2-yl)cyclohex-2-en-1-yl)-5-pentyl-4H-benzo[d][1,3]dioxin-4-one